N1=CC(=CC=C1)C1=C(C[C@H](N)C(=O)O)C=CC=C1 2-(3-pyridyl)-phenylalanine